3-(2,2-difluoroethyl)-2,3-dihydrobenzopyran-4-one FC(CC1COC2=C(C1=O)C=CC=C2)F